O=S1(CCN(CC1)CCOC1=CC=C(N=N1)NC(OC(C)(C)C)=O)=O tert-butyl N-[6-[2-(1,1-dioxo-1,4-thiazinan-4-yl)ethoxy]pyridazin-3-yl]carbamate